ClC1=CC=C(C=C1)[C@@H]([C@@H](C(=O)NC1=C(C=C(C=C1)[C@@H](C(=O)N(CC(F)(F)F)C)C)F)NC(=O)C1=CC=NN1CC)CC N-((2S,3S)-3-(4-chlorophenyl)-1-((2-fluoro-4-((S)-1-(methyl(2,2,2-trifluoroethyl)amino)-1-oxopropan-2-yl)phenyl)amino)-1-oxopentan-2-yl)-1-ethyl-1H-pyrazole-5-carboxamide